(E)-2-((S)-1,2-dimethylpyrrolidin-2-yl)-N-((1,2,3,5,6,7-hexahydro-s-indacen-4-yl)carbamoyl)ethene-1-sulfonimidamide CN1[C@](CCC1)(C)/C=C/S(=O)(NC(NC1=C2CCCC2=CC=2CCCC12)=O)=N